5-(2-fluoro-5-((4-(4-cyanophenyl)thiazol-2-yl)amino)phenyl)-2,5-dimethyl-1,1-dioxo-1,2,4-thiadiazin FC1=C(C=C(C=C1)NC=1SC=C(N1)C1=CC=C(C=C1)C#N)C1(N=CN(S(C1)(=O)=O)C)C